ClC1=CC=C(C=C1)N1C[C@H](CC1)C(=O)N[C@@H]([C@H](O)C=1C=NC(=CC1)OC1CC1)CN1CCCC1 (S)-1-(4-chlorophenyl)-N-((1R,2R)-1-(6-cyclopropoxypyridin-3-yl)-1-hydroxy-3-(pyrrolidin-1-yl)propan-2-yl)pyrrolidine-3-carboxamide